5-chloro-2-[[3-(difluoromethyl)-1H-pyrazol-5-yl]methyl]-3-fluoro-pyridine ClC=1C=C(C(=NC1)CC1=CC(=NN1)C(F)F)F